(2-bromo-5-(trifluoromethoxy)phenyl)(t-butoxycarbonyl)carbamic acid tert-butyl ester C(C)(C)(C)OC(N(C(=O)OC(C)(C)C)C1=C(C=CC(=C1)OC(F)(F)F)Br)=O